ClC1=CC(=CC=2OCC(N(C21)C)=O)B2OC(C(O2)(C)C)(C)C 5-chloro-4-methyl-7-(4,4,5,5-tetramethyl-1,3,2-dioxaborolan-2-yl)-2H-benzo[b][1,4]oxazine-3(4H)-one